OC1=NC2=CC=CC=C2C=C1C(=O)N 2-hydroxyquinoline-3-carboxamide